3-(chloromethyl)pyrido[3,2-e]pyrrolo[1,2-a]pyrazin-6(5H)-one ClCC1=CC=2NC(C=3N(C2N=C1)C=CC3)=O